N-(2-fluoro-4-iodo-3-methylphenyl)acetamide FC1=C(C=CC(=C1C)I)NC(C)=O